C(C)(C)(C)C1=CC=C(C=C1)[C@H](C)NC(=O)C1=CC=C2C(=C(N(C2=C1)CC)C)CC=1C=CC(=C(O[C@@H](C(=O)OC)C)C1)Cl methyl (R)-2-(5-((6-(((S)-1-(4-(tert-butyl)phenyl)ethyl)carbamoyl)-1-ethyl-2-methyl-1H-indol-3-yl)methyl)-2-chlorophenoxy)propanoate